3-(cyanomethoxy)-4-{[3-(4-{[(1R,4R)-4-{2-oxa-6-azaspiro[3.3]heptan-6-yl}cyclohexyl]amino}-1-(2,2,2-trifluoroethyl)-1H-indol-2-yl)prop-2-yn-1-yl]amino}benzene-1-sulfonamide C(#N)COC=1C=C(C=CC1NCC#CC=1N(C2=CC=CC(=C2C1)NC1CCC(CC1)N1CC2(COC2)C1)CC(F)(F)F)S(=O)(=O)N